4-amino-N-(5-bromobenzo[d]oxazol-2-yl)-1H-pyrazolo[3,4-d]pyrimidine-3-carboxamide NC1=C2C(=NC=N1)NN=C2C(=O)NC=2OC1=C(N2)C=C(C=C1)Br